ClC=1C=C(C=CC1)NC1=NC2=C(C=3N1N=C(C3)C(=O)O)C=NC=C2 6-((3-chlorophenyl)amino)pyrazolo[1,5-c]pyrido[3,4-e]pyrimidine-9-carboxylic Acid